FC(OC=1C=C(C=C(C1)F)C1=CC=C2C(N(CN(C2=C1)S(=O)(=O)C1=CC(=CC=C1)C(F)(F)F)C[C@H]1OCCC1)=O)F (S)-7-(3-(difluoromethoxy)-5-fluorophenyl)-3-((tetrahydrofuran-2-yl)methyl)-1-((3-(trifluoromethyl)phenyl)sulfonyl)-2,3-dihydroquinazolin-4(1H)-one